4-(7,7-difluoro-2-(2-methylazetidin-1-yl)-6,7-dihydro-5H-cyclopenta[d]pyrimidin-4-yl)-3-(piperazin-1-yl)propane-1,3-dione FC1(CCC2=C1N=C(N=C2N2CCN(CC2)C(CC=O)=O)N2C(CC2)C)F